amino-D-glucose NC(=O)[C@H](O)[C@@H](O)[C@H](O)[C@H](O)CO